C(O)(O)=O.FC(CO)O fluoroethylene glycol carbonate